(R)-6-(4-fluorophenyl)-8-(tetrahydro-2H-pyran-4-yl)-N-(1-(2-(trifluoromethyl)pyrimidin-5-yl)ethyl)quinazolin-4-amine FC1=CC=C(C=C1)C=1C=C2C(=NC=NC2=C(C1)C1CCOCC1)N[C@H](C)C=1C=NC(=NC1)C(F)(F)F